C(C(C)C)C1=CC=C(C=C1)CC(C#N)C1=CC=CC=C1 3-(4-isobutylphenyl)-2-phenylpropanenitrile